4-phenyl-1,3-benzoxazine-2(4H)-one C1(=CC=CC=C1)C1NC(OC2=C1C=CC=C2)=O